(S)-N-(amino(3-fluoro-5-(2-hydroxypropan-2-yl)thiophen-2-yl)(oxo)-λ6-sulfaneylidene)-2-(4,6-diisopropyl-1,3-dihydroisobenzofuran-5-yl)acetamide N[S@@](=NC(CC=1C(=C2COCC2=CC1C(C)C)C(C)C)=O)(=O)C=1SC(=CC1F)C(C)(C)O